AZETIDINE-2-CARBOXYLIC ACID HYDROCHLORIDE Cl.N1C(CC1)C(=O)O